OC1(CCCCC1)CNCC=1C=CC=2N(C1)C=C(N2)CNC(=O)C=2N=C1N(C(C2)=O)C=CC=C1 N-([6-({[(1-hydroxycyclohexyl)methyl]amino}methyl)imidazo[1,2-a]pyridin-2-yl]methyl)-4-oxo-4H-pyrido[1,2-a]pyrimidine-2-carboxamide